C1(C2=C(C(O1)=O)C=C1C(C(OC1=O)=O)=C2)=O 1H,3H-benzo[1,2-c:4,5-c']difuran-1,3,5,7-tetraone